C(C1=CC=CC=C1)OC1=CC(=NC2=CC=NC(=C12)Cl)[C@@H]1O[C@]([C@H]([C@H]1C1=C(C(=C(C=C1)F)F)OC)C)(C(F)(F)F)C 4-(benzyloxy)-5-chloro-2-((2R,3S,4S,5R)-3-(3,4-difluoro-2-methoxyphenyl)-4,5-dimethyl-5-(trifluoromethyl)tetrahydrofuran-2-yl)-1,6-naphthyridine